NC1=CC=C(C(=C1C(=O)N(C)C)F)C=1C(=C2C(=NC1)NCC21CC(CC1)(CC)C#N)Cl 6-Amino-3-(4'-chloro-3-cyano-3-ethyl-1',2'-dihydrospiro[cyclopentane-1,3'-pyrrolo[2,3-b]pyridin]-5'-yl)-2-fluoro-N,N-dimethylbenzamide